N-(6-amino-5-ethylpyridin-3-yl)-2-((2R,5S)-2-(2-(hydroxymethyl)benzo[d]thiazol-5-yl)-5-methylpiperidin-1-yl)-2-oxoacetamide NC1=C(C=C(C=N1)NC(C(=O)N1[C@H](CC[C@@H](C1)C)C=1C=CC2=C(N=C(S2)CO)C1)=O)CC